3-(1-Tert-butoxycarbonyl-piperidin-4-yl)-4-oxo-10-oxa-3-aza-tricyclo[5.2.1.0*1,5*]dec-8-ene-6-carboxylic acid C(C)(C)(C)OC(=O)N1CCC(CC1)N1CC23C(C1=O)C(C(C=C2)O3)C(=O)O